C(CCCCCCC)C1=C2C(=CC=C1C1CC(CC1)C)S2 octyl-4-(3-methylcyclopentyl)phenylene sulfide